OC(C(=O)OCCC(CCC=C(C)C)C)C 3,7-dimethyloct-6-en-1-yl 2-hydroxypropanoate